NC=1C=C(C=CC1N)C1=CC(=CC=C1F)CC1=NNC(C2=C(C=CC=C12)F)=O 4-((3',4'-diamino-6-fluoro-[1,1'-biphenyl]-3-yl)methyl)-8-fluorophthalazin-1(2H)-one